C(C)N(S(=O)(=O)C1=CC=C(C=C1)S(=O)(=O)NC1=CC(=CC=C1)N1CCC(CC1)C)CC N1,N1-diethyl-N4-(3-(4-methylpiperidin-1-yl)phenyl)benzene-1,4-disulfonamide